OC1=C(C=C(C=C1C)C)N1N=C2C(=N1)C=CC=C2 2-(2-hydroxy-3,5-dimethylphenyl)benzotriazole